2-fluoro-6-{[3-(methoxycarbonyl)benzyl]amino}-9-(tetrahydro-2H-pyran-2-yl)-9H-purine FC1=NC(=C2N=CN(C2=N1)C1OCCCC1)NCC1=CC(=CC=C1)C(=O)OC